ClC(CNCC(C(Cl)(Cl)Cl)(Cl)Cl)(C(Cl)(Cl)Cl)Cl bis(2,2,3,3,3-pentachloropropyl)amine